(P)-1-(4-(3,3-difluorocyclobutyl)-5-fluoro-2-methoxyphenyl)-N-(isoxazol-3-yl)-2-oxo-1,2-dihydroquinoline-6-sulphonamide FC1(CC(C1)C1=CC(=C(C=C1F)N1C(C=CC2=CC(=CC=C12)S(=O)(=O)NC1=NOC=C1)=O)OC)F